1-{1,4-Dioxospiro[4.5]dec-8-yl}-3-(2-methylsulfonylethoxy)-1H-pyrazole-4-carboxylic acid O=C1CCC(C12CCC(CC2)N2N=C(C(=C2)C(=O)O)OCCS(=O)(=O)C)=O